C(C1=CC(C(=O)[O-])=CC=C1)(=O)[O-].[Pb+2] lead isophthalate